1-vinyloxy-2,6-dimethylbenzene C(=C)OC1=C(C=CC=C1C)C